[Si](C)(C)(C(C)(C)C)OCC(C(SCCI)=O)(C)C S-(2-iodoethyl) 3-((tert-butyldimethylsilyl)oxy)-2,2-dimethylpropanethioate